Cl.Cl.ClC=1C=NN2C1C(=CC(=C2)C=2C=NN(C2)C)C=2C=NC(=CC2)N2CCN(CC2)C 3-chloro-6-(1-methyl-1H-pyrazol-4-yl)-4-(6-(4-methylpiperazin-1-yl)pyridin-3-yl)pyrazolo[1,5-a]pyridine dihydrochloride